C(#N)C1=C(C=C(C=C1)C1=CC(=CC=C1C=1C=C2C=NN(C2=CC1F)CC(C)(C)O)C(=O)N1[C@@H]2[C@H](C[C@H]1CC2)NC(OC(C)(C)C)=O)F |o1:32,33,35| tert-butyl ((1S,2S,4R)-rel-7-(4'-cyano-3'-fluoro-6-(6-fluoro-1-(2-hydroxy-2-methylpropyl)-1H-indazol-5-yl)-[1,1'-biphenyl]-3-carbonyl)-7-azabicyclo[2.2.1]heptan-2-yl)carbamate